COC=1C=C(C=C(C1)[N+](=O)[O-])CCCC(=O)OCC ethyl 4-(3-methoxy-5-nitrophenyl)butanoate